C(CCCC#C)(=O)OCC ethyl hex-5-ynoate